8-[(2S,5R)-4-[(4-fluorophenyl)(1,2-thiazol-5-yl)methyl]-2,5-dimethylpiperazin-1-yl]-5-methyl-6-oxo-5,6-dihydro-1,5-naphthyridine-2,7-dicarbonitrile FC1=CC=C(C=C1)C(N1C[C@@H](N(C[C@H]1C)C1=C(C(N(C=2C=CC(=NC12)C#N)C)=O)C#N)C)C1=CC=NS1